FC(C(C)C1=C(C(=C2C=NC(=NN21)N[C@H]2[C@@H](COCC2)O)F)C#N)(C)F 7-(3,3-difluorobutan-2-yl)-5-fluoro-2-(((3S,4R)-3-hydroxytetrahydro-2H-pyran-4-yl)amino)pyrrolo[2,1-f][1,2,4]triazine-6-carbonitrile